3-(1,3-dioxolan-2-yl)-N-methoxy-N-methylpropanamide O1C(OCC1)CCC(=O)N(C)OC